NC1=CC=C(C=C1)S(=O)(=O)NCC(C)C 4-amino-N-(2-methylpropyl)benzenesulfonamide